FC1(CCC(CC1)[C@@H](C=1OC2=C(N1)C(=C(C=C2)C(=C)COC)F)NC(OC(C)(C)C)=O)F Tert-butyl (S)-((4,4-difluorocyclohexyl)(4-fluoro-5-(3-methoxyprop-1-en-2-yl)benzo[d]oxazol-2-yl)methyl)carbamate